2,3-dihydro-1H-inden-5-amine C1CCC2=CC(=CC=C12)N